3-(3-hydroxy-2,6-dimethylphenyl)-6-(6-(trifluoromethyl)pyridin-3-yl)-3,7-dihydro-4H-pyrrolo[2,3-d]pyrimidin-4-one OC=1C(=C(C(=CC1)C)N1C=NC2=C(C1=O)C=C(N2)C=2C=NC(=CC2)C(F)(F)F)C